4-Boc-amino-1,2,5-oxadiazole-3-carboxylic acid C(=O)(OC(C)(C)C)C=1C(=NON1)C(=O)ON